ClC=1C=C(C=CC1Cl)CNC(=O)[C@H]1N(CCC1)C(=O)NC1=CC=C(C=C1)C(C)C (2S)-N~2~-[(3,4-dichlorophenyl)methyl]-N~1~-[4-(1-methylethyl)phenyl]pyrrolidine-1,2-dicarboxamide